BrC1=CC(=C(C=C1Cl)[C@H](NS(=O)C(C)(C)C)C1CCNCC1)OC N-[(R)-(4-bromo-5-chloro-2-methoxyphenyl)(piperidin-4-yl)methyl]2-methylpropane-2-sulfinamide